4-methoxy-2,6-dimethylphenylalanine COC1=CC(=C(C[C@H](N)C(=O)O)C(=C1)C)C